COC=1C=CC(=C(C1)C#CC=1C=CC=NC1)NS(=O)(=O)C=1C=CC(=C2C=CC=NC12)OC 5-[5-Methoxy-2-(5-methoxy-chinolin-8-sulfonylamino)-phenylethynyl]-pyridin